The molecule is a zwitterion obtained by transfer of a proton from the 5-hydroxy to the tertiary amino group of aclacinomycin A. It is the major microspecies at pH 7.3 (according to Marvin v 6.2.0.). It has a role as an antimicrobial agent, an antineoplastic agent, an apoptosis inducer and an EC 5.99.1.3 [DNA topoisomerase (ATP-hydrolysing)] inhibitor. It is a conjugate base of an aclacinomycin A(1+). It is a tautomer of an aclacinomycin A. CC[C@]1(C[C@@H](C2=C(C3=C(C=C2[C@H]1C(=O)OC)C(=O)C4=C(C3=O)C(=CC=C4)O)[O-])O[C@H]5C[C@@H]([C@@H]([C@@H](O5)C)O[C@H]6C[C@@H]([C@@H]([C@@H](O6)C)O[C@H]7CCC(=O)[C@@H](O7)C)O)[NH+](C)C)O